1-{4-[1-sec-Butyl-7-((S)-1-quinolin-3-yl-ethylamino)-1H-pyrazolo[4,3-d]pyrimidin-5-yl]-piperazin-1-yl}-ethanon C(C)(CC)N1N=CC=2N=C(N=C(C21)N[C@@H](C)C=2C=NC1=CC=CC=C1C2)N2CCN(CC2)C(C)=O